O1COC2=C1C=CC(=C2)CN2[C@H]1[C@H](COC[C@H](C2)O)O[C@H](CC1)CC(=O)N1CCCCC1 2-[(3S,6aR,8R,10aR)-1-(1,3-benzodioxol-5-ylmethyl)-3-hydroxy-3,4,6,6a,8,9,10,10a-octahydro-2H-pyrano[2,3-c][1,5]oxazocin-8-yl]-1-piperidin-1-ylethanone